OC=1C=C(C=C2C(C=C(C(C12)=O)OC)=O)C 8-hydroxy-2-methoxy-6-methyl-1,4-naphthoquinone